Tert-butyl 2-(4-((4-((((4-nitrophenoxy)carbonyl)oxy)methyl)phenyl)diazenyl) phenyl)acetate [N+](=O)([O-])C1=CC=C(OC(=O)OCC2=CC=C(C=C2)N=NC2=CC=C(C=C2)CC(=O)OC(C)(C)C)C=C1